OC(CCCC)C1C(CCCC1)=O 2-(1-hydroxypentyl)-cyclohexanone